C1=NC=C(C2=CC=CC=C12)N1C(NC2=CC=C(C=C2C1=O)OC(F)(F)F)=O 3-(isoquinolin-4-yl)-6-(trifluoromethoxy)quinazoline-2,4(1H,3H)-dione